C(C)OC1=C(C=CC=C1)C=1N=NN(C1)C=1C=C2CN(C(C2=CC1)=O)C1C(NC(CC1)=O)=O 3-(5-(4-(2-ethoxyphenyl)-1H-1,2,3-triazol-1-yl)-1-oxoisoindolin-2-yl)piperidine-2,6-dione